FC1=NC(=CC(=C1)I)F 2,6-Difluoro-4-iodo-pyridine